BrC1=C(N(N=C1)C)C=1C=C(C=CC1OCCN(C)C)NC(=O)NC1=CC=C(C=C1)Cl 1-[3-(4-Bromo-2-methyl-2H-pyrazol-3-yl)-4-(2-dimethylamino-ethoxy)-phenyl]-3-(4-chloro-phenyl)-urea